3-((7-(3-((2-azaspiro[3.3]heptan-6-yl)amino)-6-chloro-4-methylpyridin-2-yl)thieno[3,2-b]pyridin-2-yl)methyl)-6,6-dimethyl-3-azabicyclo[3.1.0]hexane-2,4-dione hydrobromide Br.C1NCC12CC(C2)NC=2C(=NC(=CC2C)Cl)C2=C1C(=NC=C2)C=C(S1)CN1C(C2C(C2C1=O)(C)C)=O